2,6-dihydroxyxanthone OC1=CC=2C(C3=CC=C(C=C3OC2C=C1)O)=O